C(C)(C)[NH-] 1-isopropylamide